C(=C)[Si](OC)(C=C)C=C trivinyl-methoxysilane